FC1=CC(=C(C=C1)N1C=C(C=2C1=CN=CC2)C2CCN(CC2)CC2=CC=C(C=C2)NC(OC(C)(C)C)=O)C(N(C)C(C)C)=O tert-butyl (4-((4-(1-(4-fluoro-2-(isopropyl(methyl)carbamoyl)phenyl)-1H-pyrrolo[2,3-c]pyridin-3-yl)piperidin-1-yl)methyl)phenyl)carbamate